(2R)-2-{[(2-{6-Cyclopropyl-4-[4-fluoro-2-(4-methyl-1,2,4-triazol-3-yl)phenyl]pyridin-2-yl}-7-fluoro-1,3-benzoxazol-5-yl)methyl]amino}-1-methylcyclopentan-1-ol C1(CC1)C1=CC(=CC(=N1)C=1OC2=C(N1)C=C(C=C2F)CN[C@H]2C(CCC2)(O)C)C2=C(C=C(C=C2)F)C2=NN=CN2C